1'-((1H-pyrazol-3-yl)methyl)-6-(1H-benzo[d]imidazol-6-yl)-2-((cyclopropylmethyl)amino)-5H-spiro[pyrido[4,3-d]pyrimidin-8,3'-pyrrolidin]-7(6H)-one N1N=C(C=C1)CN1CC2(CC1)C(N(CC1=C2N=C(N=C1)NCC1CC1)C=1C=CC2=C(NC=N2)C1)=O